(S)-(6-(3-(1H-indol-1-yl)prop-1-yn-1-yl)-3-(1-amino-1,3-dihydrospiro[indene-2,4'-piperidin]-1'-yl)pyrazin-2-yl)methanol N1(C=CC2=CC=CC=C12)CC#CC1=CN=C(C(=N1)CO)N1CCC2(CC1)[C@@H](C1=CC=CC=C1C2)N